4-bromo-2-(tert-butyl)-1,1'-biphenyl BrC1=CC(=C(C=C1)C1=CC=CC=C1)C(C)(C)C